2-(5-chloro-6,8-dihydroxy-3,4-dihydroisoquinolin-2(1H)-yl)acetic acid methyl ester COC(CN1CC2=C(C=C(C(=C2CC1)Cl)O)O)=O